(S)-3-(3,4-difluorophenyl)-2-(2-((2R,6S)-2,6-dimethylpiperidin-1-yl)acetamido)propionic acid methyl ester COC([C@H](CC1=CC(=C(C=C1)F)F)NC(CN1[C@@H](CCC[C@@H]1C)C)=O)=O